(±)-Ethyl-3-(6-(4-(2-fluorobenzyl)piperidin-1-yl)-9H-purin-9-yl)-4-hydroxytetrahydrothiophene-3-carboxylate C(C)OC(=O)C1(CSCC1O)N1C2=NC=NC(=C2N=C1)N1CCC(CC1)CC1=C(C=CC=C1)F